[SH3+].ClC(C1=NC(=NC(=N1)C(Cl)(Cl)Cl)C=CC1=CC=C(C=C1)OC)(Cl)Cl 2,4-bis(trichloromethyl)-6-p-methoxystyryl-s-triazine, sulfonium salt